ClC=1C=C2C(NN=C(C2=CC1)[C@H](C)N(C(=O)NC1=CC=C(C=C1)F)CCCO)=O (S)-1-(1-(6-chloro-4-oxo-3,4-dihydrophthalazin-1-yl)ethyl)-3-(4-fluorophenyl)-1-(3-hydroxypropyl)urea